N(=[N+]=[N-])C1=CC=C(C[C@H](NC)C(=O)O)C=C1 p-azido-methyl-L-phenylalanine